The molecule is an oxopurine that is theophylline bearing a 2,3-dihydroxypropyl group at the 7 position. It has broncho- and vasodilator properties, and is used in the treatment of asthma, cardiac dyspnea, and bronchitis. It is also an ingredient in preparations that have been promoted for coughs. It has a role as a bronchodilator agent, a vasodilator agent, an EC 3.1.4.* (phosphoric diester hydrolase) inhibitor and a muscle relaxant. It is an oxopurine and a member of propane-1,2-diols. CN1C2=C(C(=O)N(C1=O)C)N(C=N2)CC(CO)O